diundecyl-bis-(2-ethoxyethoxy)silane C(CCCCCCCCCC)[Si](OCCOCC)(OCCOCC)CCCCCCCCCCC